[Cl-].[Zn+2].[Cs+].NCCCN(CCNCCCN)CCCN.[Cl-].[Cl-] N,N,N'-tris(3-aminopropyl)ethylenediamine cesium zinc chloride